1-[(N,N-dimethylamino)phenyl]-1-phenylethene CN(C)C1=C(C=CC=C1)C(=C)C1=CC=CC=C1